4-(2-morpholinoethoxy)-1H-indole-2-carboxamide O1CCN(CC1)CCOC1=C2C=C(NC2=CC=C1)C(=O)N